N1N=CC(=C1)C1=CC=C(C=C1)NC1=NC(=NC=C1F)C1=CC=C2CN(C(C2=C1)=O)CC1CC(C1)(F)F 6-(4-((4-(1H-pyrazol-4-yl)phenyl)amino)-5-fluoro-pyrimidin-2-yl)-2-((3,3-difluoro-cyclobutyl)methyl)isoindolin-1-one